C(C)(=O)C=1C=C(C(=O)NC2C\C(\C(/C(/C2)=C/C2=CC(=C(C=C2)F)F)=O)=C/C2=CC(=C(C=C2)F)F)C=CC1OCCN1CCCCC1 3-Acetyl-N-(3,5-bis((E)-3,4-difluorobenzylidene)-4-oxocyclohexyl)-4-(2-(piperidin-1-yl)ethoxy)-benzamide